[N+](=O)([O-])C1=CC=C(OC2CCC(CC2)N)C=C1 4-(4-nitrophenoxy)cyclohexan-1-amine